(1R,2R)-ethyl 2-(1-((tert-butyldiphenylsilyl)oxy)-3-hydroxypropyl)cyclopropanecarboxylate [Si](C1=CC=CC=C1)(C1=CC=CC=C1)(C(C)(C)C)OC(CCO)[C@H]1[C@@H](C1)C(=O)OCC